FC(C1=CC=C(OC2CN(C2)C(=O)OC(C)(C)C)C=C1)(F)F tert-Butyl 3-[4-(trifluoromethyl)phenoxy]azetidine-1-carboxylate